C(C=C)C1=CC2=C(C=C1)OCO2 4-allyl-1,2-methylenedioxybenzene